ClC1=CC=C(C=C1)C(C(=O)N1CCN(CC1)C1CN(C1)C=1C=C2C(N(C(C2=CC1)=O)C1C(NC(CC1)=O)=O)=O)(F)F 5-(3-(4-(2-(4-chlorophenyl)-2,2-difluoroacetyl)piperazin-1-yl)azetidin-1-yl)-2-(2,6-dioxopiperidin-3-yl)isoindoline-1,3-dione